BrC1=C(C(=CC=C1)[N+](=O)[O-])N(S(=O)(=O)C)C N-(2-bromo-6-nitrophenyl)N-methylmethanesulfonamide